5-((4,6-difluoro-5-(4'-(1-(2-(2-hydroxyethoxy)ethyl)-1H-pyrazol-5-yl)-[1,1'-biphenyl]-4-yl)-1H-benzo[d]imidazol-2-yl)oxy)-2-methylbenzoic acid FC1=C(C(=CC=2NC(=NC21)OC=2C=CC(=C(C(=O)O)C2)C)F)C2=CC=C(C=C2)C2=CC=C(C=C2)C2=CC=NN2CCOCCO